F[B-](F)(F)F.C(=C)N1CN(C=C1)CC(=O)N 1-vinyl-3-(2-amino-2-oxoethyl)imidazole tetrafluoroborate